C1=C(C=CC2=CC=CC=C12)NN=C(C1=CC=CC=C1)C1=CC=CC=C1 Benzophenone 2-naphthylhydrazone